rac-tert-butyl methyl((1R,4R)-1-methyl-7-(trifluoromethyl)isochroman-4-yl)carbamate CN(C(OC(C)(C)C)=O)[C@H]1CO[C@@H](C2=CC(=CC=C12)C(F)(F)F)C |r|